molybdenum sulfotelluride S(=O)(=O)(O)[Te]S(=O)(=O)O.[Mo]